4-(bromomethyl)-3-cyano-Benzoic acid methyl ester COC(C1=CC(=C(C=C1)CBr)C#N)=O